C(C)(C)(C)OC(=O)N1CC=2N=C(N=CC2C1)NC=1C(=NC=CC1)CC 2-[(2-Ethylpyridin-3-yl)amino]-5H,6H,7H-pyrrolo[3,4-d]pyrimidine-6-carboxylic acid tert-butyl ester